(S)-1-((2-Aminopyridin-4-yl)methyl)-4-(trifluoromethyl)-imidazolidin-2-one NC1=NC=CC(=C1)CN1C(N[C@@H](C1)C(F)(F)F)=O